2-(4-(6-((4-cyano-2-fluoro-phenyl)methoxy)-2-pyridyl)-2-fluoro-phenyl)acetic acid C(#N)C1=CC(=C(C=C1)COC1=CC=CC(=N1)C1=CC(=C(C=C1)CC(=O)O)F)F